6-bromo-7-(difluoromethyl)-1-[3-(oxolan-3-yl)imidazo[1,5-a]pyrazin-1-yl]-3,4-dihydro-2H-quinoline BrC=1C=C2CCCN(C2=CC1C(F)F)C=1N=C(N2C1C=NC=C2)C2COCC2